NC1=NC=CC(=C1F)C1=CN=C(N1)C1CCC2CC(=CC(N12)=O)C1=C(C=CC(=C1)Cl)N1N=NN=C1 3-(5-(2-amino-3-fluoropyridin-4-yl)-1H-imidazol-2-yl)-7-(5-chloro-2-(1H-tetrazol-1-yl)phenyl)-2,3,8,8a-tetrahydroindolizin-5(1H)-one